N-(2-((2-(azetidin-3-ylamino)-2-oxoethyl)amino)ethyl)-2-chloro-4-((3-(1-(2,2-difluoroethyl)-3-(trifluoromethyl)-1H-pyrazol-4-yl)imidazo[1,2-a]pyrazin-8-yl)amino)benzamide N1CC(C1)NC(CNCCNC(C1=C(C=C(C=C1)NC=1C=2N(C=CN1)C(=CN2)C=2C(=NN(C2)CC(F)F)C(F)(F)F)Cl)=O)=O